FC(C1(CC1)N)F 1-(difluoromethyl)cyclopropane-1-amine